sulphonylmethanesulfonamide sodium [Na].S(=O)(=O)=CS(=O)(=O)N